CN1N=C2C=CC(=CC2=C1)B(O)O 2-METHYLINDAZOLE-5-BORONIC ACID